7-isopropyl-9-oxo-9H-indeno[1,2-b]pyrazine C(C)(C)C1=CC=2C(C=3C(=NC=CN3)C2C=C1)=O